(R)-6-chloro-7-(2-(((3-chloropyridin-2-yl)oxy)methyl)pyrrolidin-1-yl)-1-((1-(2-(dimethylamino)ethyl)-1H-pyrazol-4-yl)methyl)-4-oxo-1,4-dihydroquinoline-3-carboxylic acid ClC=1C=C2C(C(=CN(C2=CC1N1[C@H](CCC1)COC1=NC=CC=C1Cl)CC=1C=NN(C1)CCN(C)C)C(=O)O)=O